ClC=1C(=CC(=C(C1)C=1NC=2C=CN=C(C2C(C1)=O)C(=O)N)C)[C@@](C(F)(F)F)(CO)C (R)-2-(5-chloro-2-methyl-4-(1,1,1-trifluoro-3-hydroxy-2-methylpropan-2-yl)phenyl)-4-oxo-1,4-dihydro-1,6-naphthyridine-5-carboxamide